2-(4-(tert-Butoxycarbonyl)-2-oxopiperazin-1-yl)acetic acid C(C)(C)(C)OC(=O)N1CC(N(CC1)CC(=O)O)=O